BrC1=CN(C2=C1C=NC(=C2)Cl)C(=O)[O-] 3-Bromo-6-chloro-1H-pyrrolo[3,2-c]pyridine-1-carboxylate